OC1CC(C1)N 3-hydroxylcyclobutylamine